2-bromo-5-((4,4-difluoropiperidin-1-yl)methyl)pyridine BrC1=NC=C(C=C1)CN1CCC(CC1)(F)F